[Mg].[Si].[B] boron-silicon-magnesium